ClC1=C2NC(N(C2=NC(=N1)SCCC)CC1=CC=C(C=C1)C)=O 6-chloro-2-propylsulfanyl-9-(p-tolylmethyl)-7H-purin-8-one